C(C1=CC=CC=C1)SC1=C(C(=O)N)C=CC(=C1)Br 2-(benzylthio)-4-bromobenzamide